N-(Adamantan-1-yl)-2-((2-(Methylthio)-6-(Trifluoromethyl)Pyrimidin-4-yl)Oxy)Acetamide C12(CC3CC(CC(C1)C3)C2)NC(COC2=NC(=NC(=C2)C(F)(F)F)SC)=O